CC1=CCC(CC1)C(CC1C(CCC1)=O)C 2-[2-(4-methyl-1-cyclohex-3-enyl)propyl]cyclopentan-1-one